C4-amino-2-chloroquinolin NC1=CC(=NC2=CC=CC=C12)Cl